acetoxy-tetra(beta-methoxyethyl)porphine C(C)(=O)OC1=C2NC(=C1)C(=C1C=CC(=N1)C(=C1C=CC(N1)=C(C=1C=CC(N1)=C2CCOC)CCOC)CCOC)CCOC